C(C)N(CCNC(=O)C1=C(NC(=C1C)\C=C\1/C(NC2=CC=C(C=C12)F)=O)C)CC N-[2-(diethylamino)ethyl]-5-{[(3Z)-5-fluoro-2-oxo-2,3-dihydro-1H-indol-3-ylidene]methyl}-2,4-dimethyl-1H-pyrrole-3-carboxamide